ClC1=CC=C(C=C1)C1=NC(C=2C(C3=C1C=C(C=C3)OC)=CN(C(C2)=O)C)CC(=O)OCC Ethyl 2-(7-(4-chlorophenyl)-9-methoxy-2-methyl-3-oxo-3,5-dihydro-2H-benzo[c]pyrido[3,4-e]azepin-5-yl)acetate